(3R)-6-[1-(1-acetylpiperidin-4-yl)-1-hydroxyethyl]-3-(4-chlorophenyl)-2-[(5-chloropyridin-2-yl)methyl]-4-fluoro-3-methoxy-2,3-dihydro-1H-isoindol-1-one C(C)(=O)N1CCC(CC1)C(C)(O)C1=CC(=C2[C@](N(C(C2=C1)=O)CC1=NC=C(C=C1)Cl)(OC)C1=CC=C(C=C1)Cl)F